N-(heptan-4-yl)-2,2-dimethylbenzo[d][1,3]dioxole-5-carboxamide CCCC(CCC)NC(=O)C1=CC2=C(OC(O2)(C)C)C=C1